tert-butyl 3-[4-[(6-bromo-3-nitro-2-pyridyl)amino]phenyl]azetidine-1-carboxylate BrC1=CC=C(C(=N1)NC1=CC=C(C=C1)C1CN(C1)C(=O)OC(C)(C)C)[N+](=O)[O-]